4-ethylenedioxy-thiophene C1OC=2C=CSC2OC1